3',6'-dibromo-3-oxo-3H-spiro[isobenzofuran-1,9'-xanthene]-6-carboxylic acid pyridinium [NH+]1=CC=CC=C1.BrC=1C=CC=2C3(C4=CC=C(C=C4OC2C1)Br)OC(C1=CC=C(C=C13)C(=O)O)=O